NC1=CC=CC(=N1)S(=O)(=O)NC(C1=C(C(=C(C=C1)C1=CC(=CC(=C1)OCC(C)C)F)F)N1C(CC(C1)C)(C)C)=O N-[(6-amino-2-pyridyl)sulfonyl]-3-fluoro-4-(3-fluoro-5-isobutoxy-phenyl)-2-[(4AS)-2,2,4-trimethylpyrrolidin-1-yl]benzamide